CC1=CC(=NN1)N1CN=CC2=CC=CC=C12 N-(5-methyl-1H-pyrazol-3-yl)quinazoline